tert-butyl 4-[3-(2,6-dioxo-3-piperidyl)-7-fluoro-2-methyl-indazol-6-yl]piperidine-1-carboxylate O=C1NC(CCC1C=1N(N=C2C(=C(C=CC12)C1CCN(CC1)C(=O)OC(C)(C)C)F)C)=O